4-tert-butylphenylpropanal C(C)(C)(C)C1=CC=C(C=C1)C(C=O)C